Butyl (1-((4-nitrophenyl)sulfonamido)-3,6,9,13-tetraoxapentadecan-15-yl)carbamate [N+](=O)([O-])C1=CC=C(C=C1)S(=O)(=O)NCCOCCOCCOCCCOCCNC(OCCCC)=O